2-(2-aminopyrimidin-5-yl)-1H-naphthalen NC1=NC=C(C=N1)C1CC2=CC=CC=C2C=C1